C[Zr](C1(C=C(C=C1)C1=CC=CC=C1)C)(C1(C=C(C=C1)C1=CC=CC=C1)C)C dimethyl-bis(1-methyl-3-phenylcyclopentadienyl)zirconium